C(C)SC1=NC(N(C(N1CC1=C(C=C(C(=C1)F)F)F)=O)CC1=NN(C=N1)C)=O 6-ethylsulfanyl-3-[(1-methyl-1H-1,2,4-triazol-3-yl)methyl]-1-(2,4,5-trifluorobenzyl)-1,3,5-triazinE-2,4-dione